3-amino-6-chloro-4-(5-methyl-1H-indazol-4-yl)-1H-quinolin-2-one NC=1C(NC2=CC=C(C=C2C1C1=C2C=NNC2=CC=C1C)Cl)=O